ethyl 6-ethyl-2-methyl-4-oxo-1H-quinoline-3-carboxylate C(C)C=1C=C2C(C(=C(NC2=CC1)C)C(=O)OCC)=O